C(C)(C)(C)OC(=O)C=1C(OC2=C(C1)C=CC=C2C=C(F)F)C(F)(F)F 8-(2,2-difluorovinyl)-2-trifluoromethyl-2H-benzopyran-3-carboxylic acid tert-butyl ester